phenyl (isobutyl salicylate) C(C(C)C)OC=1C(C(=O)OC2=CC=CC=C2)=CC=CC1